COC1=CC=C(C=C1)C1=NN2C(=NC3=C(C=CC=C3C2=N1)C#N)N[C@H]1C(NCCCC1)=O 2-(4-Methoxyphenyl)-5-{[(3R)-2-oxoazepan-3-yl]amino}[1,2,4]triazolo[1,5-c]quinazoline-7-carbonitrile